(S)-N-(Benzo[d]thiazol-5-ylmethyl)-N-((3R,5s)-1,1-difluorospiro[2.3]hexan-5-yl)-1-((R)-3-fluoro-N,4-dimethylphenylsulfonimidoyl)pyrrolidine-2-carboxamide S1C=NC2=C1C=CC(=C2)CN(C(=O)[C@H]2N(CCC2)[S@](=O)(=NC)C2=CC(=C(C=C2)C)F)C2CC1(CC1(F)F)C2